CC(CCCCCCCCCCC(CO)O)CCCCCCC 13-methyl-eicosane-1,2-diol